CN(S(=O)(=O)NC(NC1=C2CCCC2=CC=C1C1=CC(=NC=C1)OC)=O)C1CN(CC1)C 3-(N-methyl-N-(1-methylpyrrolidin-3-yl)sulfamoyl)-1-(5-(2-methoxypyridin-4-yl)-2,3-dihydro-1H-inden-4-yl)urea